C[C@@]12CC3=C([C@](C(=N3)/C=C\\4/[C@H]([C@]([C@@]([N-]4)(C5=C([C@@](C(=N5)CC(=N1)C(=C2CC(=O)[O-])CCC(=O)[O-])(C)CCC(=O)[O-])CC(=O)[O-])C)(C)CC(=O)[O-])CCC(=O)[O-])(C)CC(=O)[O-])CCC(=O)[O-].[Co] The molecule is a precorrin carboxylic acid anion obtained by deprotonation of the carboxy groups of cobalt-precorrin-6A; major species at pH 7.3. It is a conjugate base of a cobalt-precorrin-6A.